3-acetyl-7-((4-(4-fluoro-1-isopropyl-2-methyl-1H-benzo[d]imidazol-6-yl)pyrimidin-2-yl)amino)-4-morpholinyl-2H-benzopyran-2-one C(C)(=O)C=1C(OC2=C(C1N1CCOCC1)C=CC(=C2)NC2=NC=CC(=N2)C=2C=C(C1=C(N(C(=N1)C)C(C)C)C2)F)=O